1-ethyl-4-(6-morpholino-[1,2,4]triazolo[1,5-a]pyridin-2-yl)-2,7-naphthyridine-1,6-diamine C(C)C1(NC=C(C2=CC(=NC=C12)N)C1=NN2C(C=CC(=C2)N2CCOCC2)=N1)N